CC(C)(C)OC(=O)N(C)CCC(CNC)F (5-fluoro-2,7-diazaoct-2-yl)methanoic acid-2-methylpropan-2-yl ester